9,9',9''-(4-(dibenzo[b,d]thiophen-1-yl)-6-(dibenzo[b,d]thiophen-2-yl)pyridine-2,3,5-triyl)tris(4,5-diphenyl-9H-carbazole) C1(=CC=CC=2SC3=C(C21)C=CC=C3)C3=C(C(=NC(=C3N3C2=CC=CC(=C2C=2C(=CC=CC32)C3=CC=CC=C3)C3=CC=CC=C3)C3=CC2=C(SC1=C2C=CC=C1)C=C3)N3C1=CC=CC(=C1C=1C(=CC=CC31)C3=CC=CC=C3)C3=CC=CC=C3)N3C1=CC=CC(=C1C=1C(=CC=CC31)C3=CC=CC=C3)C3=CC=CC=C3